1-(4-bromophenyl)-4-(thiophen-2-yl)-1H-pyrrole-3-carbaldehyde BrC1=CC=C(C=C1)N1C=C(C(=C1)C=1SC=CC1)C=O